N-[3-fluoro-4-({6-methoxy-7-[2-(3-methoxypiperidin-1-yl)ethoxy]quinolin-4-yl}oxy)phenyl]-5-(4-fluorophenyl)-6-oxo-2,3,5,6-tetrahydrofuro[3,2-c]pyridine-7-carboxamide FC=1C=C(C=CC1OC1=CC=NC2=CC(=C(C=C12)OC)OCCN1CC(CCC1)OC)NC(=O)C1=C2C(=CN(C1=O)C1=CC=C(C=C1)F)CCO2